1-pentyl-3-methylimidazole dicyanoamine salt C(#N)NC#N.C(CCCC)N1CN(C=C1)C